CCN(CC)C1=CC2=C(C=C1)C(=C3C=CC(=[N+](CC)CC)C=C3O2)C4=C(C=C(C=C4)S(=O)(=O)[O-])S(=O)(=O)[O-].[Na+] The molecule is an organic sodium salt having 4-[3,6-bis(diethylamino)xanthenium-9-yl]benzene-1,3-disulfonate as the counterion. It has a role as a fluorochrome, a histological dye and a fluorescent probe. It contains a lissamine rhodamine anion.